ClC1=NC=CC(=N1)N1N=C2C(=C1)CN(C2)C(=O)OC(C)(C)C tert-butyl 2-(2-chloropyrimidin-4-yl)-2,6-dihydropyrrolo[3,4-c]pyrazole-5(4H)-carboxylate